COC=1C(C=2C=CC(=C3C=CC=C(C1)C23)C2=CC(=CC=C2)[N+](=O)[O-])=O 2-Methoxy-7-(3-nitrophenyl)-1H-phenalen-1-one